4-(6-chloro-8-fluoro-2-((hexahydroindolizin-8a(1H)-yl)methoxy)-4-(piperazin-1-yl)quinazolin-7-yl)benzo[d]thiazol-2-amine ClC=1C=C2C(=NC(=NC2=C(C1C1=CC=CC2=C1N=C(S2)N)F)OCC21CCCCN1CCC2)N2CCNCC2